ClC1=C(C=C(C(=O)NCCCCl)C=C1)S(NO)(=O)=O 4-chloro-N-(3-chloropropyl)-3-(hydroxysulfamoyl)-benzamide